FC1=CC(=C(C=C1)C=1C2=C(C=NC1)C(N(C2)C2=CC=C(C=C2)F)=O)OC 7-(4-fluoro-2-methoxyphenyl)-2-(4-fluorophenyl)-1,2-dihydro-3H-pyrrolo[3,4-c]pyridin-3-one